trans-4-((3-(1-Cyclopropyl-1H-pyrazol-4-yl)phenyl)((trans-4-(4-methoxy-3-methylphenyl)cyclohexyl)methyl) carbamoyl)cyclohexyl 3-(methoxymethyl)azetidine-1-carboxylate COCC1CN(C1)C(=O)O[C@@H]1CC[C@H](CC1)C(N(C[C@@H]1CC[C@H](CC1)C1=CC(=C(C=C1)OC)C)C1=CC(=CC=C1)C=1C=NN(C1)C1CC1)=O